O1COC2=C1C=CC(=C2)C=2C(=NC(=CN2)CC(C(F)(F)F)C(F)(F)F)N2CCC(CC2)C(=O)O 1-(3-(benzo[d][1,3]dioxol-5-yl)-6-(3,3,3-trifluoro-2-(trifluoromethyl)propyl)pyrazin-2-yl)piperidine-4-carboxylic acid